O1CCC2=NC(=CC=C21)C(C)N2C[C@@H](N(C[C@H]2CC)C=2C=1C(N(C(C2)=O)C)=CN(N1)CC#N)CC 2-(7-((2S,5R)-4-(1-(2,3-dihydrofuro[3,2-b]pyridin-5-yl)ethyl)-2,5-diethylpiperazin-1-yl)-4-methyl-5-oxo-4,5-dihydro-2H-pyrazolo[4,3-b]pyridin-2-yl)acetonitrile